8-(4-(difluoromethoxy)phenyl)-2-ethoxy-6-(1-(1-methylazetidin-3-yl)-1H-benzo[d]imidazol-6-yl)pyrido[2,3-d]pyrimidin-7(8H)-one FC(OC1=CC=C(C=C1)N1C(C(=CC2=C1N=C(N=C2)OCC)C=2C=CC1=C(N(C=N1)C1CN(C1)C)C2)=O)F